trans-tert-Butyl (1-(4-(2-(((benzyloxy)carbonyl)amino)ethyl)-2,5-difluorophenyl)-4-fluoropyrrolidin-3-yl)(methyl)carbamate C(C1=CC=CC=C1)OC(=O)NCCC1=CC(=C(C=C1F)N1C[C@H]([C@@H](C1)F)N(C(OC(C)(C)C)=O)C)F